C1(=CC=CC2=CC3=CC4=CC=CC=C4C=C3C=C12)CCN 1-naphthaceneethylamine